methyl 2-(4-bromo-5-methylpyridin-2-yl)-3-cyclopropylpropionate BrC1=CC(=NC=C1C)C(C(=O)OC)CC1CC1